dimethyl ((((1'R,2'R)-5-methyl-4-(2-methyloctan-2-yl)-2'-(prop-1-en-2-yl)-1',2',3',4'-tetrahydro-[1,1'-biphenyl]-2,6-diyl)bis(oxy))bis(methylene))bis(phenylcarbamate) CC=1C(=CC(=C(C1OCN(C(OC)=O)C1=CC=CC=C1)[C@H]1[C@@H](CCC=C1)C(=C)C)OCN(C(OC)=O)C1=CC=CC=C1)C(C)(CCCCCC)C